(1R,3S,5S)-8-[5-(5-fluoro-2-methoxypyridin-4-yl)-1H-pyrazole-3-carbonyl]-N-[4-(trifluoromethyl)bicyclo[2.2.2]octan-1-yl]-8-azabicyclo[3.2.1]octane-3-carboxamide FC=1C(=CC(=NC1)OC)C1=CC(=NN1)C(=O)N1[C@H]2CC(C[C@@H]1CC2)C(=O)NC21CCC(CC2)(CC1)C(F)(F)F